C(C)(C)(C)OC(=O)N[C@@H]1CN(CCC1)C1=NC=2N(C=C1)N=CC2 (S)-5-(3-((tert-butoxycarbonyl)amino)piperidin-1-yl)pyrazolo[1,5-a]pyrimidine